C(C)C(CC(C(=O)OCC(C)(C)C)C(C(=O)OCC(C)(C)C)CC(CC)CC)CC dineopentyl 2,3-di(2-ethylbutyl)succinate